C(CCCCCCCC=C)[SiH]([SiH3])CC 9-decenyl-ethyl-disilane